4-butoxy-N-(3-(4-((tetrahydro-2H-pyran-4-yl)methyl)piperazin-1-yl)propyl)benzenesulfonamide C(CCC)OC1=CC=C(C=C1)S(=O)(=O)NCCCN1CCN(CC1)CC1CCOCC1